tert-butyl (2S)-1-[(2S)-2-[methyl-[(2S,3S)-3-methyl-2-[[(2S)-4-methyl-2-[methyl(2-trimethylsilylethoxycarbonyl)amino]pentanoyl]amino]pentanoyl]amino]propanoyl]azetidine-2-carboxylate CN([C@H](C(=O)N1[C@@H](CC1)C(=O)OC(C)(C)C)C)C([C@H]([C@H](CC)C)NC([C@H](CC(C)C)N(C(=O)OCC[Si](C)(C)C)C)=O)=O